3-(((6-chloro-2-(trifluoromethyl)quinolin-4-yl)amino)methyl)-3-(4-fluoro-1H-pyrazol-1-yl)-N-isopropylazetidine-1-carboxamide ClC=1C=C2C(=CC(=NC2=CC1)C(F)(F)F)NCC1(CN(C1)C(=O)NC(C)C)N1N=CC(=C1)F